C1=C(C=CC2=CC=CC=C12)CCCCCCCCCCCCCCCCCC[SH+]CC(=O)C1=CC=CC=C1 (2-naphthyl)octadecylphenacylsulfonium